5-(3-(3-((tert-butyldimethylsilyl)oxy)-2-fluoropropoxy)-5-cyclopropyl-4-nitro-1H-pyrazol-1-yl)-2,4-dimethyloxazole [Si](C)(C)(C(C)(C)C)OCC(COC1=NN(C(=C1[N+](=O)[O-])C1CC1)C1=C(N=C(O1)C)C)F